4-phenyl-1,2,3-thiadiazole C1(=CC=CC=C1)C=1N=NSC1